NCC1=NNC(C2=CC=C(C=C12)C=1C=NN(C1C1=CC=C(C=C1)C)C)=O 4-(aminomethyl)-6-(1-methyl-5-(p-tolyl)-1H-pyrazol-4-yl)phthalazin-1(2H)-one